dimethylsilyl(1,2,3,4-tetramethylcyclopentadienyl)(3-t-butylcyclopentadienyl)zirconium C[SiH](C)[Zr](C1C=C(C=C1)C(C)(C)C)C1(C(=C(C(=C1)C)C)C)C